CN1N=C(C=C1)C#CC(=O)N1[C@@H](CCC1)COC=1C=NC=CC1C1=C(C2=NC=CC=C2N1)C1=CC=CC=C1 3-(1-methyl-1H-pyrazol-3-yl)-1-[(2S)-2-({[4-(3-phenyl-1H-pyrrolo[3,2-b]pyridin-2-yl)pyridin-3-yl]oxy}methyl)pyrrolidin-1-yl]prop-2-yn-1-one